[Ag].C([C@@H](O)CC(=O)O)(=O)O L-malic acid silver